OC1=NC(=CC=C1SCCC(=O)OC[C@@H](CCCC)CC)C |r| (RS)-2-ethylhexyl 3-((2-hydroxy-6-methylpyridin-3-yl)thio)propanoate